BrC1=C(C(=O)OC)C(=CC=C1)NC1=C(C=NC2=CC=C(C=C12)Cl)S(=O)(=O)N1CCOCC1 methyl 2-bromo-6-[(6-chloro-3-morpholinosulfonyl-4-quinolyl)amino]benzoate